C(N)(OC1CC(N(CC1)S(=O)(=O)C1=CC(=CC=C1)B1OC(C(O1)(C)C)(C)C)C(C)(C)C)=O tert-Butyl(1-((3-(4,4,5,5-tetramethyl-1,3,2-dioxaborolan-2-yl)phenyl)sulfonyl)piperidin-4-yl) carbamate